1-{3-[4-(4-aminopiperidin-1-yl)-3-(3-fluoro-5-methylphenyl)quinolin-6-yl]-5-fluoropyridin-4-yl}-3-methoxyurea NC1CCN(CC1)C1=C(C=NC2=CC=C(C=C12)C=1C=NC=C(C1NC(=O)NOC)F)C1=CC(=CC(=C1)C)F